ClC=1C(=CC(=NC1)NC1(CC(C1)O)CO)N1C(C2=C(C=C1)N(N=C2)CC2=C(C=CC=C2)F)=O 5-(5-chloro-2-(((1r,3r)-3-hydroxy-1-(hydroxymethyl)cyclobutyl)amino)pyridin-4-yl)-1-(2-fluorobenzyl)-1,5-dihydro-4H-pyrazolo[4,3-c]pyridin-4-one